dihydroxyethyl-imidazole tert-butyl-N-({1-[7-({8-fluoro-2-methylimidazo[1,2-a]pyridin-6-yl}carbamoyl)-2-methylindazol-4-yl]piperidin-4-yl}methyl)carbamate C(C)(C)(C)OC(NCC1CCN(CC1)C=1C2=CN(N=C2C(=CC1)C(NC=1C=C(C=2N(C1)C=C(N2)C)F)=O)C)=O.OC(CC=2NC=CN2)O